{[3-(4-Chloro-8-fluoroquinolin-6-yl)-1-(4-methylbenzenesulfonyl)-1H-pyrrolo[2,3-b]pyridin-5-yl]methyl}(methyl)(prop-2-en-1-yl)amine ClC1=CC=NC2=C(C=C(C=C12)C1=CN(C2=NC=C(C=C21)CN(CC=C)C)S(=O)(=O)C2=CC=C(C=C2)C)F